Pyrazolo[1,5-a]pyridin-2(1H)-one N1C(C=C2N1C=CC=C2)=O